(4H-benzopyran-4-one) diethyl-phosphate C(C)OP(=O)(OCC)O.O1C=CC(C2=C1C=CC=C2)=O